(R)- and (S)-tert-butyl 4-{3-cyano-2-[4-(7-{[2-(trimethylsilyl)ethoxy]methyl}-7H-pyrrolo[2,3-d]pyrimidin-4-yl)-1H-pyrazol-1-yl]propyl}piperazine-1-carboxylate C(#N)C[C@H](CN1CCN(CC1)C(=O)OC(C)(C)C)N1N=CC(=C1)C=1C2=C(N=CN1)N(C=C2)COCC[Si](C)(C)C |r|